C1(CCCCCCCCCCC1)CCB (2-cyclododecyl-ethyl)borane